O1C(CC=C1)=O FURAN-2-ONE